5-(4-methoxynaphthalene-1-yl)-4-(2-methoxyphenyl)-1H-pyrazole COC1=CC=C(C2=CC=CC=C12)C1=C(C=NN1)C1=C(C=CC=C1)OC